C1(CC1)OC1=C(C(NC(N1)=O)=O)C1=CC=CC=C1 Cyclopropyloxy-phenyluracil